N-((4-bromothiophen-3-yl)methyl)-2,2-diethoxyacetamide BrC=1C(=CSC1)CNC(C(OCC)OCC)=O